2-(6-aminopyrimidin-3-yl)-4-morpholinyl-5,6,7,8-tetrahydropyrido[3,4-d]pyrimidin NC=1C=CN(CN1)C=1N=C(C2=C(N1)CNCC2)N2CCOCC2